C1=CC=C(C=C1)/C=C/C2=CC=C(C=C2)[N+]3=NC(=NN3C4=CC=CC=C4)C5=CC=CC=C5.[Cl-] 2,5-diphenyl-3-(4-styrylphenyl)tetrazolium chloride